2'-deoxyuridine 5'-mono-phosphate P(=O)(O)(O)OC[C@@H]1[C@H](C[C@@H](O1)N1C(=O)NC(=O)C=C1)O